BrCC(CBr)(C)C 1,3-Dibromo-2,2-dimethylpropane